tris[4,4'-isopropylidenedi(2-t-butylphenol)] phosphite P(O)(O)O.C(C)(C)(C1=CC(=C(C=C1)O)C(C)(C)C)C1=CC(=C(C=C1)O)C(C)(C)C.C(C)(C)(C1=CC(=C(C=C1)O)C(C)(C)C)C1=CC(=C(C=C1)O)C(C)(C)C.C(C)(C)(C1=CC(=C(C=C1)O)C(C)(C)C)C1=CC(=C(C=C1)O)C(C)(C)C